C(#C)C=1C=CC(=C(C(=O)O)C1)N[C@H](C)C1=CC(=CN2C1=NC(=CC2=O)N2CCCCC2)C (R)-5-ethynyl-2-((1-(7-methyl-4-oxo-2-(piperidin-1-yl)-4H-pyrido[1,2-a]pyrimidin-9-yl)ethyl)amino)benzoic acid